styreneglycidylether C(=CC1=CC=CC=C1)C1C(COCC2C(O2)C=CC2=CC=CC=C2)O1